C(#C)C1=CC=C(C=C1)C1=CC=C(C=C1)C(=O)N 4'-ethynyl-[1,1'-biphenyl]-4-carboxamide